(S)-N-(2-(2-cyano-4,4-difluoropyrrolidin-1-yl)-2-oxoethyl)-6-(4-amino-butoxy)-quinoline-4-carboxamide C(#N)[C@H]1N(CC(C1)(F)F)C(CNC(=O)C1=CC=NC2=CC=C(C=C12)OCCCCN)=O